((3r,5r,7r)-adamantan-1-yl)-4-bromophenol C12(CC3CC(CC(C1)C3)C2)C2=C(C=CC(=C2)Br)O